FCOC(=O)C=1CC2=C(NC1)CCC2=O (fluoromethyl)-5-oxo-4,5,6,7-tetrahydro-1H-cyclopenta[b]pyridine-3-carboxylate